N-(3-((1s,3s)-3-methyl-1-(4-methyl-4H-1,2,4-triazol-3-yl)cyclobutyl)phenyl)-5-(((1-methylcyclopropyl)amino)methyl)pyrazolo[1,5-a]pyridine-7-carboxamide CC1CC(C1)(C1=NN=CN1C)C=1C=C(C=CC1)NC(=O)C1=CC(=CC=2N1N=CC2)CNC2(CC2)C